4-(5-(2-benzylpyridin-3-yl)-2-(pyridin-4-yl)pyrazolo[1,5-a]pyrimidin-7-yl)morpholine C(C1=CC=CC=C1)C1=NC=CC=C1C1=NC=2N(C(=C1)N1CCOCC1)N=C(C2)C2=CC=NC=C2